C(C)C1=C(C=C(C(=O)O)C=C1)F 4-ethyl-3-fluorobenzoic acid